NC1=C(C=C(C=C1)I)C1=C(C(=O)C2=CC=CC=C2)C=CC=C1 (2-amino-5-iodophenyl)benzophenone